N-sulfomethylaniline sodium salt [Na+].S(=O)(=O)([O-])CNC1=CC=CC=C1